BrC1=C(C=C2C(=NC(=NC2=C1F)Cl)N1CCN(CC1)C(=O)OC(C)(C)C)OC tert-butyl 4-(7-bromo-2-chloro-8-fluoro-6-methoxyquinazolin-4-yl)piperazine-1-carboxylate